2,5-bis-(2-hydroxypropylsulfanyl)-terephthalic acid OC(CSC1=C(C(=O)O)C=C(C(=C1)C(=O)O)SCC(C)O)C